tert-Butyl 4-(4-fluoro-1H-pyrrolo[2,3-c]pyridine-3-carbonyl)piperidine-1-carboxylate FC1=C2C(=CN=C1)NC=C2C(=O)C2CCN(CC2)C(=O)OC(C)(C)C